2-Chloro-3-cyano-N-(1-(1-methyl-1H-pyrazol-4-yl)-1H-indazol-6-yl)benzamide ClC1=C(C(=O)NC2=CC=C3C=NN(C3=C2)C=2C=NN(C2)C)C=CC=C1C#N